NC(C(=O)O)CCP(=O)(OC)OO 2-amino-4-[hydroxy(methyl)-phosphono]butanoic acid